C(C)(C)(C)OC(=O)N1CC(CC1)NC(=O)N1[C@H](C2=CC=CC=C2CC1)C1=CC=C(C=C1)F 3-((S)-1-(4-fluorophenyl)-1,2,3,4-tetrahydroisoquinoline-2-carboxamido)pyrrolidine-1-carboxylic acid (S)-tert-butyl ester